2-(1,2-oxazol-3-yl)acetonitrile O1N=C(C=C1)CC#N